4-(phenylsulfonyl)aniline (S)-2-((1-(5-(bis(4-fluorophenyl)methyl)-1-methyl-1,2,4-triazol-3-yl)ethyl)carbamoyl)-4-methoxypyridin-3-yl-propionate FC1=CC=C(C=C1)C(C1=NC(=NN1C)[C@H](C)NC(=O)C1=NC=CC(=C1OC(CC)=O)OC)C1=CC=C(C=C1)F.C1(=CC=CC=C1)S(=O)(=O)C1=CC=C(N)C=C1